tri-n-octylethyl-phosphonium C(CCCCCCC)[P+](CC)(CCCCCCCC)CCCCCCCC